2-((4-((R)-2-(4-cyano-2-fluorophenyl)-4-fluoro-2H-chromen-8-yl)piperidin-1-yl)methyl)-3-(((S)-oxetan-2-yl)methyl)-3H-imidazo[4,5-b]pyridine-5-carboxylic acid C(#N)C1=CC(=C(C=C1)[C@@H]1OC2=C(C=CC=C2C(=C1)F)C1CCN(CC1)CC1=NC=2C(=NC(=CC2)C(=O)O)N1C[C@H]1OCC1)F